N-benzyl-4-[4-(3-chlorophenyl)-1h-pyrazol-3-yl]-1h-pyrrole-2-carboxamide C(C1=CC=CC=C1)NC(=O)C=1NC=C(C1)C1=NNC=C1C1=CC(=CC=C1)Cl